octadecanyloxy-propoxy-thiazolyl-propanamide C(CCCCCCCCCCCCCCCCC)OCC(C(=O)N)(C=1SC=CN1)OCCC